O[C@@H]1C[C@@H]([C@@H](C1)C(=O)O)C |r| (+-)-(1R,2S,4R)-4-hydroxy-2-methylcyclopentane-1-carboxylic acid